(S)-(4-(Difluoromethyl)-2-hydroxy-6-((3-methoxybenzyl)oxy)phenyl)(4-((tetrahydrofuran-3-yl)amino)isoindolin-2-yl)methanone FC(C1=CC(=C(C(=C1)OCC1=CC(=CC=C1)OC)C(=O)N1CC2=CC=CC(=C2C1)N[C@@H]1COCC1)O)F